O=C1N(CCC(N1)=O)C=1C=C(OCC(=O)N2CCC(CC2)C(=O)N2CCC(CC2)C(=O)OC(C)(C)C)C=CC1C tert-Butyl 1-[1-[2-[3-(2,4-dioxohexahydropyrimidin-1-yl)-4-methyl-phenoxy]acetyl]piperidine-4-carbonyl]piperidine-4-carboxylate